C[C@]12CC(C[C@](CC1)(N2)C)N(C=2SC=1N=C(SC1N2)C2=NC=C(N=C2)C=2C=NN(C2)C)C N-[(1R,3s,5S)-1,5-Dimethyl-8-azabicyclo[3.2.1]octan-3-yl]-N-methyl-5-[5-(1-methyl-1H-pyrazol-4-yl)pyrazin-2-yl][1,3]thiazolo[5,4-d][1,3]thiazol-2-amin